[Si](C)(C)(C(C)(C)C)OCC1=C2C=CN(C2=C(C=C1C=C)C)C(=O)OC(C)(C)C tert-butyl 4-(((tert-butyldimethylsilyl)oxy)methyl)-7-methyl-5-vinyl-1H-indole-1-carboxylate